C(C)(C)(C)C1=C2C3(C(N(C(C2=CC=C1)=O)C)=O)C1=C(N=CO3)C(=CC=C1)Cl (tert-Butyl)-8-chloro-2'-methyl-1'H-spiro[benzo[d][1,3]oxazine-4,4'-isoquinoline]-1',3'(2'H)-dione